Cl.N[C@@H]1CN(CCC1)C(C)=O (S)-1-(3-aminopiperidin-1-yl)ethan-1-one hydrochloride